C1=CC=C(C=C1)SC2=CC=C(C=C2)COC(CN3C=CN=C3)C4=C(C=C(C=C4)Cl)Cl The molecule is a member of the class of imidazoles that carries a 2-(2,4-dichlorophenyl)-2-{[4-(phenylsulfanyl)benzyl]oxy}ethyl group at position 1. It is a member of imidazoles, a dichlorobenzene, an ether and an aryl sulfide.